C(C1=CC=CC=C1)NCC(C(=O)O)O 3-(benzylamino)-2-hydroxypropionic acid